1-[6-bromo-2-(4-fluorophenyl)-3-(pyridin-4-yl)-3H-imidazo[4,5-b]pyridin-5-yl]piperazine tri(2,4-di-tert-butylphenyl)phosphite C(C)(C)(C)C1=C(C=CC(=C1)C(C)(C)C)OP(OC1=C(C=C(C=C1)C(C)(C)C)C(C)(C)C)OC1=C(C=C(C=C1)C(C)(C)C)C(C)(C)C.BrC=1C=C2C(=NC1N1CCNCC1)N(C(=N2)C2=CC=C(C=C2)F)C2=CC=NC=C2